CC=1C=NN(C1C1CCN([C@H]2C[C@@H]12)C(=O)OC(C)(C)C)C1COC1 tert-butyl (1S,6S)-5-(4-methyl-1-(oxetan-3-yl)-1H-pyrazol-5-yl)-2-azabicyclo[4.1.0]heptane-2-carboxylate